C(CCCC#CCCCCC)(=O)O 5-undecynoic acid